FC1=CC=C(C=C1)[C@@H](C1CCN(CC1)C(=O)C=1C=CC2=C(NC(CO2)=O)C1)C=1C=NC(=CC1)F |r| Rac-6-[4-[(4-Fluorophenyl)-(6-fluoro-3-pyridyl)methyl]piperidine-1-carbonyl]-4H-1,4-benzoxazin-3-one